F[C@H]1C[C@H](N2N=C(N=C21)C(C(C)(C)C)=O)C2=CC=CC=C2 1-(cis-7-fluoro-5-phenyl-6,7-dihydro-5H-pyrrolo[1,2-b][1,2,4]triazol-2-yl)-2,2-dimethyl-propan-1-one